C(C)(=O)NC1=CC=C(C=C1)C[C@@H](C(=O)O)OC (S)-3-(4-Acetamidophenyl)-2-methoxypropionic acid